[Na+].N[C@@H](CC1=CC=C(C=C1)OC1=CC=C(C=C1)O)C(=O)[O-] L-thyronine sodium salt